C(C=C)[Si](C)(C)Br allyl-bromodimethylsilane